2-acryloyloxyethyl ether C(C=C)(=O)OCCOCCOC(C=C)=O